CN[C@H]1CN(CC1)C(=O)OC(C)(C)C tert-butyl (3R)-3-(methylamino)pyrrolidine-1-carboxylate